(R)-4-(3-methylmorpholino)-2-(1H-pyrrolo[2,3-b]pyridin-4-yl)thieno[3,2-d]pyrimidine-7-sulfonamide C[C@@H]1COCCN1C=1C2=C(N=C(N1)C1=C3C(=NC=C1)NC=C3)C(=CS2)S(=O)(=O)N